(S)-N-(2-(1-(6-ethoxy-5-methoxypyridin-2-yl)-2-(methylsulfonyl)ethyl)-3-oxoisoindolin-4-yl)cyclopropanecarboxamide C(C)OC1=C(C=CC(=N1)[C@@H](CS(=O)(=O)C)N1CC2=CC=CC(=C2C1=O)NC(=O)C1CC1)OC